1,1-difluoro-5-azaspiro[2.3]hexan FC1(CC12CNC2)F